[Si](C1=CC=CC=C1)(C1=CC=CC=C1)(C(C)(C)C)OCC=1C=CN(S(C1)(=O)=O)C 5-(((tert-butyldiphenylsilyl)oxy)methyl)-2-methyl-1,2-thiazine 1,1-dioxide